1-(2-hydroxyethyl)-1H-pyrrole-3-carboxylic acid methyl ester COC(=O)C1=CN(C=C1)CCO